(4-(2-(isopentyloxy)phenyl)piperazin-1-yl)-3-((4-methyl-thiazol-5-yl)oxy)propan-2-ol 4-pyrrolidin-1-ylbutyl-6-[5-(6-methyl-2-pyridyl)-1H-imidazol-4-yl]quinoline-3-carboxylate N1(CCCC1)CCCCC1=NC2=CC=C(C=C2C=C1C(=O)OC(CN1CCN(CC1)C1=C(C=CC=C1)OCCC(C)C)COC1=C(N=CS1)C)C=1N=CNC1C1=NC(=CC=C1)C